N-(tert-butyl)-2-(1H-imidazol-1-yl)-6-(trifluoromethyl)pyrimidine-4-carboxamide C(C)(C)(C)NC(=O)C1=NC(=NC(=C1)C(F)(F)F)N1C=NC=C1